C(C(=C)C)(=O)OCCCOC(C(=C)C)=O 1,3-dimethacryloyloxypropane